FC(C(=O)C=1NC=CN1)(F)F 2,2,2-Trifluoro-1-(1H-imidazol-2-yl)ethan-1-one